CN([C@H]1[C@@H](CCCC1)NC=1C=C2C(N(C(C2=CC1)=O)C1C(NC(CC1)=O)=O)=O)C 5-(((1R,2R)-2-(dimethylamino)cyclohexyl)amino)-2-(2,6-dioxopiperidin-3-yl)isoindoline-1,3-dione